Cl.N1=C(C=CC=C1)C(=N)N pyridineformamidine hydrochloride